(3R,5S)-5-(((S)-1-(4-Cyanophenyl)ethyl)carbamoyl)-1-((R)-3-methyl-2-(3-(2-oxoethoxy)isoxazol-5-yl)butanoyl)pyrrolidin-3-yl dihydrogen phosphate P(=O)(O[C@H]1CN([C@@H](C1)C(N[C@@H](C)C1=CC=C(C=C1)C#N)=O)C([C@H](C(C)C)C1=CC(=NO1)OCC=O)=O)(O)O